6-fluoro-4-(4,4,5,5-Tetramethyl-1,3,2-dioxaborolan-2-yl)-5-((triisopropylsilyl)ethynyl)naphthalene FC=1C(=C2C(=CC=CC2=CC1)B1OC(C(O1)(C)C)(C)C)C#C[Si](C(C)C)(C(C)C)C(C)C